FC=1C=C(C=CC1N1C(=NC(=C1)C1=NC(=NC=C1C(F)(F)F)NC1CCN(CC1)S(=O)(=O)C)C)N1CC(N(CC1)C)=O 4-(3-Fluoro-4-(2-methyl-4-(2-((1-(methylsulfonyl)piperidin-4-yl)amino)-5-(trifluoromethyl)pyrimidin-4-yl)-1H-imidazol-1-yl)phenyl)-1-methylpiperazin-2-one